C(C(C)C)N1N=C2C(=N1)C(=CC=C2Br)Br 2-isobutyl-4,7-dibromobenzotriazole